NC1=C(C=C2C(=N1)C=C(N2)C(=O)N(C(COC)C(C)(C)C)CC2=NC=C(C=C2)C2=C(C=CC=C2F)F)C 5-amino-N-((5-(2,6-difluorophenyl)pyridin-2-yl)methyl)-N-(1-methoxy-3,3-dimethylbutan-2-yl)-6-methyl-1H-pyrrolo[3,2-b]pyridine-2-carboxamide